FC1=C(C=C(C=C1)C(F)(F)F)CN (2-fluoro-5-(trifluoromethyl)phenyl)methylamine